5-(8-(7-Acetyl-3-ethyl-5,6,7,8-tetrahydroimidazo[1,5-a]pyrazin-1-yl)isoquinolin-3-yl)-N-(4-(2-(2,6-dioxopiperidin-3-yl)-1-oxoisoindolin-4-yl)but-3-yn-1-yl)-6-methylpicolinamide C(C)(=O)N1CC=2N(CC1)C(=NC2C=2C=CC=C1C=C(N=CC21)C=2C=CC(=NC2C)C(=O)NCCC#CC2=C1CN(C(C1=CC=C2)=O)C2C(NC(CC2)=O)=O)CC